FC1(CCN(CC1)C1=NC(=CC=2N1C=CN2)NC(C2=CN=C(C=C2N2CCC1(CC1)CC2)NS(=O)(=O)CCO)=O)F N-(5-(4,4-difluoropiperidin-1-yl)imidazo[1,2-c]pyrimidin-7-yl)-6-((2-hydroxyethyl)sulfonamido)-4-(6-azaspiro[2.5]octan-6-yl)nicotinamide